C(C)C1=NN2C(C=C(C=C2)N2CC3(CC2)CN(CC3)C(=O)N3CC(C3)O)=C1N(C=1SC(=C(N1)C1=CC=C(C=C1)F)C#N)C 2-((2-ethyl-5-(7-(3-hydroxyazetidine-1-carbonyl)-2,7-diazaspiro[4.4]nonan-2-yl)pyrazolo[1,5-a]pyridin-3-yl)(methyl)amino)-4-(4-fluorophenyl)thiazole-5-carbonitrile